N=1CCN2C=NC=3C=CC(=CC3C21)OC=2C=CC(=C(C2)NS(=O)(=O)C(C)C)F N-(5-((2,3-dihydroimidazo[1,2-c]quinazolin-9-yl)oxy)-2-fluorophenyl)propane-2-sulfonamide